[Si](C)(C)(C(C)(C)C)OC(C)(C)C1=NC=C(C=C1)C=C 2-(2-((tert-butyldimethylsilyl)oxy)propan-2-yl)-5-ethenylpyridine